N-[(1S,2S)-2-aminocyclohexyl]-3-{2-[(3,5-dimethylphenyl)amino]pyrimidin-4-yl}-1-methyl-1H-pyrazole-5-carboxamide N[C@@H]1[C@H](CCCC1)NC(=O)C1=CC(=NN1C)C1=NC(=NC=C1)NC1=CC(=CC(=C1)C)C